(2S,6R)-4-(2-((tert-butoxycarbonyl)amino)ethyl)-2,6-dimethylpiperazine-1-carboxylic acid tert-butyl ester C(C)(C)(C)OC(=O)N1[C@H](CN(C[C@H]1C)CCNC(=O)OC(C)(C)C)C